N1C(CCCC1)=O Azacyclohexane-2-one